1-(2-(3-chloro-5-methyl-1H-pyrazol-4-yl)-7-fluoro-4-isopropylquinolin-6-yl)-4-ethyl-3-(hydroxymethyl)-1H-1,2,4-triazol-5(4H)-one ClC1=NNC(=C1C1=NC2=CC(=C(C=C2C(=C1)C(C)C)N1N=C(N(C1=O)CC)CO)F)C